BrC1=C2C=NN(C2=CC(=C1)F)COCC[Si](C)(C)C 4-bromo-1-(5,5-dimethyl-2-oxa-5-silahex-1-yl)-6-fluoroindazole